4,4'-Dimethylthiobenzophenone CC1=CC=C(C(=S)C2=CC=C(C=C2)C)C=C1